FC(C(=O)O)(F)F.C(N)(=N)N1CCC(=CC1)C=1C=NC(=CC1)NC(=O)C=1OC=C(C1)C=1CCN(CC1)C(N)=N N-{1'-carbamimidoyl-1',2',3',6'-tetrahydro-[3,4'-bipyridin]-6-yl}-4-(1-carbamimidoyl-1,2,3,6-tetrahydropyridin-4-yl)furan-2-carboxamide trifluoroacetate